2-cyano-2-(2-(3,5-dichloro-4-((2-(2-fluorophenyl)-1-oxo-1,2,3,4-tetrahydroisoquinolin-6-yl)oxy)phenyl)hydrazono)acetylcarbamate C(#N)C(C(=O)NC([O-])=O)=NNC1=CC(=C(C(=C1)Cl)OC=1C=C2CCN(C(C2=CC1)=O)C1=C(C=CC=C1)F)Cl